5-((R)-2-((4-(2-(4-((2-(2-oxo-6-azaspiro[3.3]heptane-6-yl)pyrimidine-4-yl)methoxy)phenyl)propan-2-yl)phenoxy)methyl)pyrrolidin-1-yl)-2-(2,6-dioxopiperidin-3-yl)isoIndoline-1,3-dione O=C1CC2(C1)CN(C2)C2=NC=CC(=N2)COC2=CC=C(C=C2)C(C)(C)C2=CC=C(OC[C@@H]1N(CCC1)C=1C=C3C(N(C(C3=CC1)=O)C1C(NC(CC1)=O)=O)=O)C=C2